γ-trimethoxysilylpropylamine CO[Si](CCCN)(OC)OC